C1(CC1)CC(CCCCC[C@@H](C=1NC(=CN1)C=1C=C2C=CC(=NC2=CC1OC)C)NC(=O)[C@H]1CC12CCN(CC2)CC)=O (S)-N-((S)-8-cyclopropyl-1-(5-(7-methoxy-2-methylquinolin-6-yl)-1H-imidazol-2-yl)-7-oxooctyl)-6-ethyl-6-azaspiro[2.5]octane-1-carboxamide